2-(2,5-Dioxopyrrolidin-1-yl)-2-phenylacetic acid O=C1N(C(CC1)=O)C(C(=O)O)C1=CC=CC=C1